2-methylsulfanyl-4-(2-oxaspiro[3.3]heptan-6-yloxy)pyrimidine-5-carbonitrile CSC1=NC=C(C(=N1)OC1CC2(COC2)C1)C#N